rel-N-(5-((1R,3S)-3-((4-ethylpyridazin-3-yl)oxy)cyclopentyl)-1H-pyrazol-3-yl)-3-(methoxymethyl)-1-methyl-1H-pyrazole-5-carboxamide C(C)C1=C(N=NC=C1)O[C@@H]1C[C@@H](CC1)C1=CC(=NN1)NC(=O)C1=CC(=NN1C)COC |o1:9,11|